ClC=1CC2=C(C3=CC=CC=C3C(=C2CC1)OC)OC(C=C)=O 2-chloro-9-acryloyloxy-10-methoxy-1,4-dihydroanthracene